1-(4-fluoro-3-nitro-phenyl)cyclobutanecarbonitrile FC1=C(C=C(C=C1)C1(CCC1)C#N)[N+](=O)[O-]